BrC1C(=O)OC(C1)C α-bromo-γ-valerolactone